C(C)OC(CCCOCC#C)=O 4-prop-2-ynyloxy-butyric acid ethyl ester